[Cl-].[Cl-].CC1(C=C(C=C1)CCCC)[Zr+2]C1(C=C(C=C1)CCCC)C Bis(1-methyl-3-butylcyclopentadienyl)zirconium dichloride